BrC=1C=CC(=C(C1)C1(CC1)O)CO 1-(5-bromo-2-(hydroxymethyl)phenyl)cyclopropane-1-ol